ClC1=C(C=C(C=C1)F)C(=O)C=1C(=CC2=CC=C(C=C2C1C#N)C#N)NS(=O)(=O)C1=CC=C(C=C1)C N-{3-[(2-chloro-5-fluorophenyl)carbonyl]-4,6-dicyano-2-naphthyl}-4-methylbenzenesulfonamide